7-methoxyquinoline-3-carboxylic acid ethyl ester C(C)OC(=O)C=1C=NC2=CC(=CC=C2C1)OC